2,6-dimethylstyrene CC1=C(C=C)C(=CC=C1)C